ClC=1C(=NC(=NC1)NC1=CC=C(C=C1)C(NOC)=O)NC1=C(C=CC=C1)P(OC)(OC)=O dimethyl (2-((5-chloro-2-((4-(methoxycarbamoyl)phenyl)amino)pyrimidin-4-yl)amino)phenyl)phosphonate